(2-(piperidin-4-yl)-benzo[d]thiazol-6-yl)-(pyrrolidin-1-yl)meth-anone N1CCC(CC1)C=1SC2=C(N1)C=CC(=C2)C(=O)N2CCCC2